17-Hydroxy-tetracosanoic acid OC(CCCCCCCCCCCCCCCC(=O)O)CCCCCCC